N-methylmethanaminium chlorid [Cl-].C[NH2+]C